5-(1H-imidazol-1-yl)-2-(5-(((1R,4R,5S)-1-methyl-2-azabicyclo[2.2.2]octan-5-yl)oxy)-1,3,4-thiadiazol-2-yl)phenol N1(C=NC=C1)C=1C=CC(=C(C1)O)C=1SC(=NN1)O[C@@H]1[C@H]2CN[C@@](C1)(CC2)C